1-(imidazo[1,2-a]pyrazin-3-yl)ethanone N=1C=C(N2C1C=NC=C2)C(C)=O